(4-amino-1,2,5-oxadiazol-3-yl)-4-(4-fluoro-3-(trifluoromethyl)phenyl)-1,2,4-oxadiazol-5(4H)-one NC=1C(=NON1)C1=NOC(N1C1=CC(=C(C=C1)F)C(F)(F)F)=O